C(=O)O.C(C)N(CC)CC1=CC=C(COC2=C3CN(C(C3=CC=C2)=O)C2C(NC(CC2)=O)=O)C=C1 3-[4-(4-diethylaminomethyl-benzyloxy)-1-oxo-1,3-dihydro-isoindol-2-yl]-piperidine-2,6-dione formic acid salt